N1N=C(C=C1)[C@@H]1C[C@@H]2CN([C@H]1C2)C2=NC1=C(C=C(C=C1C(N2C)=O)C)[C@@H](C)NC=2C(=NC(=CC2)Cl)C(=O)NS(=O)(=O)C |o1:5| 3-(((R)-1-(2-((1S,4S,6R*)-6-(1H-pyrazol-3-yl)-2-azabicyclo[2.2.1]heptan-2-yl)-3,6-dimethyl-4-oxo-3,4-dihydroquinazolin-8-yl)ethyl)amino)-6-chloro-N-(methylsulfonyl)picolinamide